4-(5-fluoropyridin-3-yl)-1,5-dimethyl-1H-pyrazole-carboxylic acid FC=1C=C(C=NC1)C=1C(=NN(C1C)C)C(=O)O